C(C)(C)(C)OC(=O)N[C@@H](CC(C)C)C(=O)N[C@@H](C[C@H]1C(NCCC1)=O)C(COC1=CC=C(C=C1)S(=O)(=O)C)=O N2-(tert-butoxycarbonyl)-N-{(2S)-4-[4-(methanesulfonyl)phenoxy]-3-oxo-1-[(3S)-2-oxopiperidin-3-yl]butan-2-yl}-L-leucinamide